5-[2-(2-phenylphenylamino)vinyl]-4-cyano-3-(2,6-dichlorophenyl)isoxazole C1(=CC=CC=C1)C1=C(C=CC=C1)NC=CC1=C(C(=NO1)C1=C(C=CC=C1Cl)Cl)C#N